1-(6-(2-hydroxyphenyl)pyridazin-4-yl)-4-(5-isopropylisoxazol-3-yl)-N-methyl-N-(piperidin-4-yl)piperidine-4-carboxamide 2,2,2-trifluoroacetate FC(C(=O)O)(F)F.OC1=C(C=CC=C1)C1=CC(=CN=N1)N1CCC(CC1)(C(=O)N(C1CCNCC1)C)C1=NOC(=C1)C(C)C